6-(7-methyl-5H-pyrrolo[2,3-b]pyrazin-2-yl)-8-((R)-morpholin-3-yl)-3,4-dihydroisoquinolin-2(1H)-methanone CC1=CNC2=NC=C(N=C21)C=2C=C1CCN(CC1=C(C2)[C@H]2NCCOC2)C=O